Ethyl (S)-3-(3-fluoro-4-methoxyphenyl)-3-(7-formyl-1-oxo-3,4-dihydropyrrolo[1,2-a]pyrazin-2(1H)-yl)propanoate FC=1C=C(C=CC1OC)[C@H](CC(=O)OCC)N1C(C=2N(CC1)C=C(C2)C=O)=O